CC1=NC(=NC(=C1)C)NC1=NC2=CC=CC=C2C(N1CCC(C)C)=O 2-{(4,6-dimethylpyrimidin-2-yl)amino}-3-isopentylquinazolin-4(3H)-one